2-piperazin-1-ylethyl 6-[5-(6-methyl-2-pyridyl)-1H-pyrazol-4-yl]quinoline-4-carboxylate CC1=CC=CC(=N1)C1=C(C=NN1)C=1C=C2C(=CC=NC2=CC1)C(=O)OCCN1CCNCC1